2-chloro-N-[1-(4-piperidyl)-4-piperidyl]-4-[4-[(1S,2S)-2-[[3-(2,2,2-trifluoro-1,1-dimethyl-ethyl)-1H-1,2,4-triazol-5-yl]methylcarbamoyl]cyclopropyl]phenyl]benzamide ClC1=C(C(=O)NC2CCN(CC2)C2CCNCC2)C=CC(=C1)C1=CC=C(C=C1)[C@@H]1[C@H](C1)C(NCC1=NC(=NN1)C(C(F)(F)F)(C)C)=O